CC=1CC(CCC1)(C1C(C(=CC1)C)(C)C)CO (3-methyl-1-(2,2,3-trimethyl-3-cyclopentenyl)-3-cyclohexen-1-yl)methanol